(R)-N-(3-chloro-5-(trifluoromethyl)phenyl)-3-((6-(3,4-dimethylpiperazin-1-yl)imidazo[1,2-b]pyridazin-3-yl)ethynyl)-2-methylbenzamide ClC=1C=C(C=C(C1)C(F)(F)F)NC(C1=C(C(=CC=C1)C#CC1=CN=C2N1N=C(C=C2)N2C[C@H](N(CC2)C)C)C)=O